N[C@H](C(=O)O)CC1=C(C=CC=C1)OC (S)-2-amino-3-(2-methoxyphenyl)propanoic acid